N,N-diethyl-aminoethyl-amine C(C)N(CC)CCN